[C@H]12[C@H](C[C@H](CC1)N2)N2C(=NC1=C3CC[C@@H](NC3=CC=C12)C)CC1=CC=CC=C1 (7S)-3-[(1R,2S,4S)-7-Azabicyclo[2.2.1]heptan-2-yl]-2-benzyl-7-methyl-3H,6H,7H,8H,9H-imidazo[4,5-f]chinolin